manganese cyclohexane butyrate C(CCC)(=O)[O-].C1CCCCC1.[Mn+2].C(CCC)(=O)[O-]